2-(1-(4-propenoyl-1-piperazinyl)-7-chloro-4-methoxy-6-phthalazinyl)-3-fluorophenol C(C=C)(=O)N1CCN(CC1)C1=NN=C(C2=CC(=C(C=C12)Cl)C1=C(C=CC=C1F)O)OC